N~7~-(propan-2-yl)quinazoline-2,7-diamine CC(C)NC1=CC=C2C=NC(=NC2=C1)N